C(C)(C)(C)C=1C=C(C=CC1O)CCC(=O)OCCOCCOCCOC(CCC1=CC(=C(C=C1)O)C(C)(C)C)=O triethylene glycol bis[3-(3-t-butyl-4-hydroxyphenyl) propionate]